C(C)(C)(C)OC(=O)NCC1=C(OCC(=O)OC)C=C(C=C1)C#C methyl 2-[2-[(tert-butoxycarbonylamino)methyl]-5-ethynyl-phenoxy]acetate